CC1=NC=C(C=N1)NC(OCCOC1=CC2=C(N=C(S2)C2=C3N=CC(=NC3=CC(=C2)C)OC)C=C1F)=O 2-((5-fluoro-2-(2-methoxy-7-methylquinoxalin-5-yl)benzo[d]thiazol-6-yl)oxy)ethyl (2-methylpyrimidin-5-yl)carbamate